C1(CC1)C1=CC=CC=2C=3N(C(=NC12)NC=1C(N=CC=NC1)=O)N=C(N3)C=3C=NN(C3)CC3CC3 (6R)-6-({7-cyclopropyl-2-[1-(cyclopropylmethyl)-1H-pyrazol-4-yl][1,2,4]triazolo[1,5-c]quinazolin-5-yl}amino)-1,4-diazepin-5-one